4-(methoxycarbonyl)benzyl bromide COC(=O)C1=CC=C(CBr)C=C1